CC1=C(C=CC(=C1)C)C(/C=C/C1=CC=C(C(=O)O)C=C1)=O 4-[(E)-3-(2,4-Dimethylphenyl)-3-oxoprop-1-enyl]benzoic acid